ClCC=1OC2=C(N1)C(=CC=C2)F 2-(chloromethyl)-4-fluorobenzo[d]oxazole